O[C@H](C(=O)N1C[C@@H]2[C@H](C1)CC(C2)NC2=C1C(=NC=C2C=2SC(=CN2)C2(COCC2)O)NC=C1)C (2S)-2-hydroxy-1-((3aR,5R,6aS)-5-((5-(5-(3-hydroxytetrahydrofuran-3-yl)-thiazol-2-yl)-1H-pyrrolo[2,3-b]pyridin-4-yl)amino)hexahydrocyclopenta[c]pyrrol-2(1H)-yl)-propan-1-one